fluoroindenothiophene FC1SC=2C(=C1)C=1C=CC=CC1C2